NCC1=NNC(C2=CC=C(C=C12)C=1C(=NC=CC1)C#N)=O 3-(4-(aminomethyl)-1-oxo-1,2-dihydrophthalazin-6-yl)picolinonitrile